2-(4-bromo-2-methyl-pyrazol-3-yl)benzothiophene-3-carbonitrile BrC1=C(N(N=C1)C)C=1SC2=C(C1C#N)C=CC=C2